4-carboxyisopropylbenzene C(=O)(O)C1=CC=C(C=C1)C(C)C